COC(C1=C(C=CC(=C1)C1=NOC(N1C(C)C)(C)C)OC)=O.C1(CCC1)(CN)CN 1-cyclobutanedimethylamine methyl-5-(4-isopropyl-5,5-dimethyl-4,5-dihydro-1,2,4-oxadiazol-3-yl)-2-methoxybenzoate